1,2-diethyl-3-propyl-imidazolium C(C)N1C(=[N+](C=C1)CCC)CC